(S)-methyl-methanesulfonic acid oxetan-2-ylmethyl ester O1[C@@H](CC1)COS(=O)(=O)CC